carboxyl-sulfopropionate C(=O)(O)C(C(=O)[O-])(C)S(=O)(=O)O